8-chloro-6-iodo-2,2-dimethyl-2,3-dihydrobenzo[b][1,4]dioxine ClC1=CC(=CC2=C1OC(CO2)(C)C)I